(R,E)-2-fluoro-N-(4-((4-(imidazo[1,2-a]pyridin-7-yloxy)-2-methoxy-5-methylphenyl)amino)-7-methoxyquinazolin-6-yl)-3-(1-methylpyrrolidin-2-yl)acrylamide F\C(\C(=O)NC=1C=C2C(=NC=NC2=CC1OC)NC1=C(C=C(C(=C1)C)OC1=CC=2N(C=C1)C=CN2)OC)=C\[C@@H]2N(CCC2)C